OC1(CN(C1)C1=CC=2C(N=C1)=NNC2)C 5-(3-hydroxy-3-methylazetidin-1-yl)-2H-pyrazolo[3,4-b]pyridin